Tri-tert-butylstibin C(C)(C)(C)[Sb](C(C)(C)C)C(C)(C)C